3-(methylsulfonylaminomethyl)-2,8-diazaspiro[4.5]decane-2,8-dicarboxylic acid CS(=O)(=O)NCC1N(CC2(C1)CCN(CC2)C(=O)O)C(=O)O